(S)-1-(1-(difluoromethyl)cyclopropyl)-N-(1-(2-fluoro-4-methoxy-3-(trifluoromethyl)phenyl)ethyl)-4-((1-methylpiperidin-4-yl)amino)-6-oxo-1,6-dihydropyridine-3-carboxamide FC(C1(CC1)N1C=C(C(=CC1=O)NC1CCN(CC1)C)C(=O)N[C@@H](C)C1=C(C(=C(C=C1)OC)C(F)(F)F)F)F